N1C=CC2=CC=C(C=C12)CCNC1=CC(=NC=N1)C1=CC=CS1 5-{6-[2-(1H-Indol-6-yl)-ethylamino]-pyrimidin-4-yl}-thiophene